7-ethynyl-1H-imidazo[4,5-c]pyridin-6-amine C(#C)C=1C2=C(C=NC1N)N=CN2